7-methyl-3-methyleneocta-1,6-diene CC(=CCCC(C=C)=C)C